1-(3-Chloro-5-{[(tetrahydro-2H-pyran-2-yl)oxy]methyl}pyridin-2-yl)ethane-1,2-diol ClC=1C(=NC=C(C1)COC1OCCCC1)C(CO)O